FC1=CC=C(OC2=CC=C(C=N2)S(=O)(=O)N2C3(CN(CC2CC3)C(=O)OCCOC)C(NO)=O)C=C1 2-methoxyethyl 8-((6-(4-fluoro-phenoxy)-pyridin-3-yl)-sulfonyl)-1-(hydroxy-carbamoyl)-3,8-diazabicyclo-[3.2.1]octane-3-carboxylate